1-hydroxy-N-(5-{1-[4-(trifluoromethyl)phenyl]-1H-pyrazol-4-yl}-1H-indol-3-yl)cyclohexane-1-carboxamide OC1(CCCCC1)C(=O)NC1=CNC2=CC=C(C=C12)C=1C=NN(C1)C1=CC=C(C=C1)C(F)(F)F